OCC=1SC2(CN1)C(NC(CC2)=O)=O Hydroxymethyl-1-thia-3,7-diazaspiro[4.5]dec-2-ene-6,8-dione